methyl 2-[(4-amino-2-methylpyridin-3-yl)formamido]acetate NC1=C(C(=NC=C1)C)C(=O)NCC(=O)OC